acryloyloxymethylenenorbornanecarboxamide C(C=C)(=O)OC=C1C2(CCC(C1)C2)C(=O)N